thiine S1CC=CC=C1